tert-butyl 6-(hydroxymethyl)-5-oxa-8-azaspiro[3.5]nonane-8-carboxylate OCC1OC2(CCC2)CN(C1)C(=O)OC(C)(C)C